OC1=C(N=C(N(C1=O)C)C1=NC=CC=C1)C(=O)NC=1C=NOC1 5-hydroxy-N-(isoxazol-4-yl)-1-methyl-6-oxo-2-(pyridin-2-yl)-1,6-dihydropyrimidine-4-carboxamide